COC=1C(=C2C=CNC2=C(C1)C)CN1[C@@H](CC2(CC(C2)C#N)CC1)C1=CC=C(C=C1)C(=O)N1CC(NCC1)=O (2S,4r,6S)-7-((5-methoxy-7-methyl-1H-indol-4-yl)methyl)-6-(4-(3-oxopiperazine-1-carbonyl)phenyl)-7-azaspiro[3.5]nonane-2-carbonitrile